C(C)NS(=O)(=O)C1=CC(=C(C=C1)NC(C(CC1=CC=CC=C1)NC(OC(C)(C)C)=O)=O)F tert-butyl 1-(4-(N-ethylsulfamoyl)-2-fluorophenylamino)-1-oxo-3-phenylprop-2-ylcarbamate